C(C(=O)O)C(CC(=O)[O-])(C(=O)[O-])O The molecule is a citrate(2-) that is the conjugate base of 3,4-dicarboxy-3-hydroxybutanoate. It is a conjugate base of a 3-carboxy-2-(carboxymethyl)-2-hydroxypropanoate and a 3,4-dicarboxy-3-hydroxybutanoate. It is a tautomer of a 3-carboxy-3-hydroxypentanedioate.